3-Methyl-5-phenyl-amyl alcohol CC(CCO)CCC1=CC=CC=C1